6-(5,5-dimethyl-1,3,2-dioxaborinan-2-yl)-N-[(E)-(4-fluoro-3-methoxyphenyl)methyleneamino]-N-methyl-1,1-dioxo-1,2-benzothiazol-3-amine CC1(COB(OC1)C1=CC2=C(C(=NS2(=O)=O)N(C)/N=C/C2=CC(=C(C=C2)F)OC)C=C1)C